(+/-)-5-methyl-8-((3R,4R)-3-methyl-4-(4-(tert-pentyl)phenoxy)piperidin-1-yl)-6-oxo-5,6-dihydro-1,5-naphthyridine-2,7-dicarbonitrile CN1C=2C=CC(=NC2C(=C(C1=O)C#N)N1C[C@H]([C@@H](CC1)OC1=CC=C(C=C1)C(C)(C)CC)C)C#N |r|